C1(CC1)C(=O)N1CC=2C3=C(C(=NN3CC1)C1=NNC=C1)N=C(C2)N2[C@@H](COCC2)C (R)-cyclopropyl(4-(3-methylmorpholino)-2-(1H-pyrazol-3-yl)-8,9-dihydro-1,3,7,9a-tetraazabenzo[cd]azulene-7(6H)-yl)methanone